ClC1=C(C(=CC=C1)Cl)C1=CC2=C(N=C(N=C2)SC)N(C1)C 6-(2,6-dichlorophenyl)-8-methyl-2-(methylthio)pyrido[2,3-d]pyrimidin